N[C@H](C(=O)OC)CCC(C=[N+]=[N-])=O methyl (S)-2-amino-6-diazo-5-oxohexanoate